5-phenyl-1,3-dioxol-2-one C1(=CC=CC=C1)C1=COC(O1)=O